C(C)[Pt](C1(C=CC=C1)C)(CC)CC triethyl-(methylcyclopentadienyl)platinum (IV)